Methyl (R,E)-2-(2-methoxyhex-3-en-5-yn-1-yl)oxazole-4-carboxylate CO[C@H](CC=1OC=C(N1)C(=O)OC)\C=C\C#C